N12N(CCCC2CCC1)CC1=CC=C(C=C1)C1=CC=CC=C1 4-(diazabicyclo[4.3.0]nonanylmethyl)-1,1'-biphenyl